CN(C(OC1=CC2=C(CN(C(O2)=O)CC2=C(C(=CC=C2)NS(NC)(=O)=O)F)C=C1F)=O)C 6-fluoro-3-(2-fluoro-3-((N-methylsulfamoyl)amino)benzyl)-2-oxo-3,4-dihydro-2H-benzo[e][1,3]oxazin-7-yl dimethylcarbamate